OC1CCC2(CCCN(C2)C(=O)OC(C)(C)C)CC1 tert-butyl 9-hydroxy-2-azaspiro[5.5]undecane-2-carboxylate